C(N)(=O)C=1C=C(C=CC1)N1N=C(C=CC1=O)C(=O)N 1-(3-carbamoylphenyl)-6-oxo-pyridazine-3-carboxamide